2,6,10,15-tetramethyl-heptadecane CC(C)CCCC(CCCC(CCCCC(CC)C)C)C